4-[[5-(4-hydroxy-1-piperidyl)-2-pyridyl]amino]-2-tetrahydro-pyran-4-yl-6H-1,6-naphthyridin-5-one OC1CCN(CC1)C=1C=CC(=NC1)NC1=CC(=NC=2C=CNC(C12)=O)C1CCOCC1